N1=C(C=NC=C1)CCCCCCCO 7-(pyrazin-2-yl)heptan-1-ol